C(C)N1N=C(C(=C1C(C)C)NC(=O)NS(=O)(=O)C=1C=NN2C1OCCC2)C(C)C N-((1-ethyl-3,5-diisopropyl-1H-pyrazol-4-yl)carbamoyl)-6,7-dihydro-5H-pyrazolo[5,1-b][1,3]oxazine-3-sulfonamide